O1NOC2=CC=CC=C12 1,3-dioxaisoindoline